ClC1=C(C=CC(=C1)C#N)C=1C=CC(=C2C=CC=NC12)C[C@@H](C(=O)O)NC(C1=C(C=C(C=C1F)N1C(CC1)C(F)(F)F)F)=O (2S)-3-(8-(2-chloro-4-cyanophenyl)quinolin-5-yl)-2-(2,6-difluoro-4-(2-(trifluoromethyl)azetidin-1-yl)benzoylamino)propionic acid